4-(2,6-Dichlorophenyl)-5-phenyl-2-(2-thienyl)imidazole tert-butyl-(S)-(1-(5-(4-((dimethylamino)methyl)phenyl)-3-methylthiophene-2-carbonyl)pyrrolidin-3-yl)carbamate C(C)(C)(C)N(C(O)=O)[C@@H]1CN(CC1)C(=O)C=1SC(=CC1C)C1=CC=C(C=C1)CN(C)C.ClC1=C(C(=CC=C1)Cl)C=1N=C(NC1C1=CC=CC=C1)C=1SC=CC1